2-((3R,5R,6S)-5-(3-chlorophenyl)-6-(4-chlorophenyl)-3-methyl-2-oxo-1-((1S)-1-(tetrahydro-2H-pyran-2-yl)propyl)piperidin-3-yl)acetic acid ClC=1C=C(C=CC1)[C@H]1C[C@](C(N([C@@H]1C1=CC=C(C=C1)Cl)[C@@H](CC)C1OCCCC1)=O)(C)CC(=O)O